[Pd].[Pb] lead-palladium